(rac)-benzyl (2R,3R,4R)-2-(3-bromo-2-fluorobenzyl)-4-fluoro-3-(((trifluoromethyl)sulfonyl)oxy)piperidine-1-carboxylate BrC=1C(=C(C[C@H]2N(CC[C@H]([C@@H]2OS(=O)(=O)C(F)(F)F)F)C(=O)OCC2=CC=CC=C2)C=CC1)F |r|